CC(C)(C)OC(=O)NCCN1CCNCC1 1-(2-N-Boc-aminoethyl)piperazine